FC1=CC=C(C=C1)C=1NC(=CC1/C=C/C(=O)OCC1=CC=CC=C1)C1=CC=C(C=C1)F benzyl (E)-3-(2,5-bis(4-fluorophenyl)-1H-pyrrol-3-yl)acrylate